Benzyl (R/S)-4-((2-(fluoromethyl)-2H-tetrazol-5-yl)(phenyl)methyl)piperazine-1-carboxylate FCN1N=C(N=N1)[C@H](N1CCN(CC1)C(=O)OCC1=CC=CC=C1)C1=CC=CC=C1 |r|